anti-N-acetylsphingosine C(C)(=O)N[C@@H](CO)[C@H](O)\C=C\CCCCCCCCCCCCC